N1=C(C=NC=C1)C=1NC(=NN1)C=1C=NN2C1N=CC=C2 3-(5-(pyrazin-2-yl)-4H-1,2,4-triazol-3-yl)pyrazolo[1,5-a]pyrimidine